BrC=1C(=C2CCCC2=CC1)CC(C(=O)N)(C)C (5-bromo-2,3-dihydro-1H-inden-4-yl)pivalamide